vinyl-silanetriol triacetate C(C)(=O)O.C(C)(=O)O.C(C)(=O)O.C(=C)[Si](O)(O)O